ClC(C)(S(=O)(=O)O)Cl 1,1-dichloroethanesulfonic acid